FC(C=1C=C(C=CC1)CN1C[C@@H](CC2=CC=CC=C12)C=C)(F)F (3S)-1-[[3-(trifluoromethyl)phenyl]methyl]-3-vinyl-3,4-dihydro-2H-quinoline